C(C=C)C1(CN(CCC1)C(=O)OC(C)(C)C)O tert-butyl 3-allyl-3-hydroxypiperidine-1-carboxylate